4'-(2-(2-(1-methyl-1,2,3,6-tetrahydropyridin-4-yl)phenyl)pyrrolidin-1-yl)-[1,1'-biphenyl]-4-carboxylate CN1CCC(=CC1)C1=C(C=CC=C1)C1N(CCC1)C1=CC=C(C=C1)C1=CC=C(C=C1)C(=O)[O-]